(R)-1-(2-(6-(2-ethyl-5-fluoro-4-hydroxyphenyl)-4-fluoro-1H-indazol-3-yl)-1,4,6,7-tetrahydro-5H-imidazo[4,5-c]pyridin-5-yl)-2-(2-(hydroxymethyl)morpholino)ethanone L-tartrate C(=O)(O)[C@H](O)[C@@H](O)C(=O)O.C(C)C1=C(C=C(C(=C1)O)F)C1=CC(=C2C(=NNC2=C1)C=1NC2=C(CN(CC2)C(CN2C[C@@H](OCC2)CO)=O)N1)F